C1=CC=CC=2C3=CC=CC=C3C(C12)COC(=O)N[C@H](C(=O)O)CC1=C(C=CC(=C1)C)F (S)-2-((((9H-fluoren-9-yl)methoxy)carbonyl)amino)-3-(2-fluoro-5-methylphenyl)propanoic acid